7-(6-chloro-4-methoxypyridin-2-yl)-2-(1-cyclopropyl-2-hydroxy-2-methylpropyl)isoindolin-1-one ClC1=CC(=CC(=N1)C=1C=CC=C2CN(C(C12)=O)C(C(C)(C)O)C1CC1)OC